(E)-(3-(3,4-dimethoxyphenyl)-1-phenyl-5-styryl-1H-pyrazol-4-yl)(4-methylpiperazin-1-yl)methanone COC=1C=C(C=CC1OC)C1=NN(C(=C1C(=O)N1CCN(CC1)C)\C=C\C1=CC=CC=C1)C1=CC=CC=C1